(S)-N-(2,2-difluoro-1-(5-fluoro-1-neopentyl-6-(4,4,5,5-tetramethyl-1,3,2-dioxaborolan-2-yl)-1H-indol-3-yl)ethyl)cyclobutanesulfonamide FC([C@H](C1=CN(C2=CC(=C(C=C12)F)B1OC(C(O1)(C)C)(C)C)CC(C)(C)C)NS(=O)(=O)C1CCC1)F